(2S,5R)-5-(2-chlorophenyl)-1-(3'-cyano-2',4'-bis(2,2,2-trifluoroethoxy)-[1,1'-biphenyl]-4-carbonyl)pyrrolidine-2-carboxylic acid ClC1=C(C=CC=C1)[C@H]1CC[C@H](N1C(=O)C1=CC=C(C=C1)C1=C(C(=C(C=C1)OCC(F)(F)F)C#N)OCC(F)(F)F)C(=O)O